N-(5-cyclopropyl-1H-pyrazol-3-yl)-5-(5-(4,4-difluoropiperidine-1-carbonyl)-1H-pyrrolo[2,3-b]pyridin-1-yl)nicotinamide ethyl-2-(6,7-dihydro-5H-pyrrolo[1,2-c]imidazol-1-yl)-2-oxoacetate C(C)OC(C(=O)C1=C2N(C=N1)CCC2)=O.C2(CC2)C2=CC(=NN2)NC(C2=CN=CC(=C2)N2C=CC=1C2=NC=C(C1)C(=O)N1CCC(CC1)(F)F)=O